4-(4-cyclopropyl-3-ethyl-5-oxo-4,5-dihydro-1H-1,2,4-triazol-1-yl)-N-(2,6-difluorophenyl)-5-fluoro-2-{[(2S)-1,1,1-trifluoropropan-2-yl]oxy}benzamide C1(CC1)N1C(=NN(C1=O)C1=CC(=C(C(=O)NC2=C(C=CC=C2F)F)C=C1F)O[C@H](C(F)(F)F)C)CC